2-(4-amino-6-methoxy-8-methyl-9H-pyrimido[4,5-b]indol-9-yl)acetic acid NC1=NC=NC=2N(C3=C(C=C(C=C3C21)OC)C)CC(=O)O